C(C1=CC=CC=C1)(=O)O[C@H]1[C@@H](OC[C@@H]1O)N1C(N=C(C=C1)NC(C)=O)=O (2R,3R,4S)-2-(4-acetamido-2-oxopyrimidin-1(2H)-yl)-4-hydroxytetrahydrofuran-3-yl benzoate